Racemic-N-(4-(Oxazol-5-yl)-3-(Trifluoromethyl)Phenyl)Chromane-3-Carboxamide O1C=NC=C1C1=C(C=C(C=C1)NC(=O)[C@H]1COC2=CC=CC=C2C1)C(F)(F)F |r|